(R)-7-(2-Methyl-3-(4-(tert-pentyl)phenyl)propyl)-2-thia-7-azaspiro[3.5]nonane 2,2-dioxide C[C@@H](CN1CCC2(CS(C2)(=O)=O)CC1)CC1=CC=C(C=C1)C(C)(C)CC